(R)-5-((E)-2-pyrrolidin-3-yl-vinyl)pyrimidine N1C[C@H](CC1)/C=C/C=1C=NC=NC1